bis(3-hydroxypropyloxy)-1,1'-binaphthyl OCCCOC=1C(=C(C2=CC=CC=C2C1)C1=CC=CC2=CC=CC=C12)OCCCO